N-(4-((1H-pyrazol-1-yl)methyl)-2,3-dihydrobenzofuro[7,6-d]isoxazol-8-yl)-2-methoxy-4-methylbenzenesulfonamide N1(N=CC=C1)CC1=CC2=C(C(=NO2)NS(=O)(=O)C2=C(C=C(C=C2)C)OC)C2=C1CCO2